C[C@@H]1N(CC[C@@H](C1)OC=1C=C2CNC(C2=CC1)=O)C(=O)OC(C)(C)C tert-butyl (2S,4S)-2-methyl-4-(1-oxoisoindolin-5-yl)oxy-piperidine-1-carboxylate